CC(C(=O)OC)CC=O Methyl 2-methyl-4-oxobutanoate